C(#N)C=1C(=NC(=CC1C(F)(F)F)C)N1[C@@H](C=CC1)C(=O)N(C=1C=C(C=CC1)C)C (2S)-1-[3-cyano-6-methyl-4-(trifluoromethyl)-2-pyridinyl]-N-methyl-N-(m-tolyl)-2,5-dihydro-pyrrole-2-carboxamide